C1(CC1)N(C(=O)C=1C=CC2=C(OCC(N2)=O)C1)CC1=CC=C(C(=O)NC2=CC=C(C(=O)O)C=C2)C=C1 4-(4-((N-cyclopropyl-3-oxo-3,4-dihydro-2H-benzo[b][1,4]oxazine-7-carboxamido)methyl)benzamido)benzoic acid